tert-butyl 2-(4-cyclopentyl-2-(2-isopropylphenyl)-6-oxopiperazin-1-yl)-7-azaspiro[3.5]nonane-7-carboxylate C1(CCCC1)N1CC(N(C(C1)=O)C1CC2(C1)CCN(CC2)C(=O)OC(C)(C)C)C2=C(C=CC=C2)C(C)C